3-methylbutanoic acid alpha-cyano-3-phenoxybenzyl ester C(#N)C(C1=CC(=CC=C1)OC1=CC=CC=C1)OC(CC(C)C)=O